C(=O)(OC(C)(C)C)OC(=O)OC(C)(C)C dit-butyl dicarbonate